7-(1-(acryloyl-d3)piperidin-4-yl)-2-(4-phenoxyphenyl)-4,5,6,7-tetrahydropyrazolo[1,5-a]pyrimidine-3-carboxamide C(C(=C([2H])[2H])[2H])(=O)N1CCC(CC1)C1CCNC=2N1N=C(C2C(=O)N)C2=CC=C(C=C2)OC2=CC=CC=C2